Methyl (4-bromopyridin-2-yl)carbamate BrC1=CC(=NC=C1)NC(OC)=O